Nickel-Aluminium-Oxid [O-2].[Al+3].[Ni+2]